(R,S)-2-amino-N-benzylpropanamide N[C@@H](C(=O)NCC1=CC=CC=C1)C